(E)-4,4-dimethyl-2-(4-phenylbut-1-enyl)oxetan methyl-(1aS,3S,6S,8aR,9aR)-3-((tert-butoxycarbonyl)amino)-4-oxodecahydrooxireno[2,3-d]pyrrolo[1,2-a]azocine-6-carboxylate COC(=O)[C@@H]1CC[C@H]2N1C([C@H](C[C@H]1[C@@H](C2)O1)NC(=O)OC(C)(C)C)=O.CC1(CC(O1)\C=C\CCC1=CC=CC=C1)C